C1(=CC=CC=C1)C(C(=O)O)(CC1OCCC1)C1=CC=CC=C1 2,2-diphenyl-3-(tetrahydrofuran-2-yl)propionic acid